8-(1-aminoethyl)-3-(2-methoxyethyl)-6-methyl-2-morpholino-quinazolin-4-one NC(C)C=1C=C(C=C2C(N(C(=NC12)N1CCOCC1)CCOC)=O)C